(4-trifluoromethylphenyl)hydroxylamine FC(C1=CC=C(C=C1)NO)(F)F